tert-butyl 4-(3-(piperidin-4-yloxy)-5-(trifluoromethyl)phenyl)piperazine-1-carboxylate N1CCC(CC1)OC=1C=C(C=C(C1)C(F)(F)F)N1CCN(CC1)C(=O)OC(C)(C)C